C12CN(CC(CC1)N2)C=2C1=C(N=C(N2)OCC23CCC4N3C(CC2)CC4)C(=C(N=C1)C1=CC(=CC4=CC=C(C(=C14)C#C)F)O)F 4-(4-(3,8-diazabicyclo[3.2.1]oct-3-yl)-8-fluoro-2-((octahydro-2aH-pyrrolo[2,1,5-cd]pyrrolizine-2a-yl)methoxy)pyrido[4,3-d]pyrimidin-7-yl)-5-ethynyl-6-fluoronaphthalene-2-ol